OC[C@H](C1=CC=CC=C1)NC1=NC(=NC=C1C=1OC(=NN1)C)NC=1C=C2CCN(C(C2=CC1)=O)C 6-[[4-[[(1S)-2-hydroxy-1-phenyl-ethyl]amino]-5-(5-methyl-1,3,4-oxadiazol-2-yl)pyrimidin-2-yl]amino]-2-methyl-3,4-dihydroisoquinolin-1-one